4-Morpholinylpyrido[3',2':4,5]furo[3,2-d]pyrimidin N1(CCOCC1)C=1C2=C(N=CN1)C1=C(O2)N=CC=C1